C(#N)C1=CNC2=C(C=CC(=C12)C)NS(=O)(=O)C=1C=NN(C1)[C@H]([C@@H](C)O)C N-(3-cyano-4-methyl-1H-indol-7-yl)-1-[(1S,2R)-2-hydroxy-1-methyl-propyl]pyrazole-4-sulfonamide